C(CCC)C=1N(C(=C(N1)Cl)C(=O)O)CC1=CC=C(C=C1)C1=C(C=CC(=C1)C1=NC(=CC=C1)C(F)F)C=1N=NNN1 2-butyl-4-chloro-1-((5'-(6-(difluoromethyl)pyridin-2-yl)-2'-(2H-tetrazol-5-yl)-[1,1'-biphenyl]-4-yl)methyl)-1H-imidazole-5-carboxylic Acid